ethyl 3-(3-amino-4-((1,2,3,4-tetrahydronaphthalen-1-yl) amino) phenyl)-acrylate NC=1C=C(C=CC1NC1CCCC2=CC=CC=C12)C=CC(=O)OCC